(S)-azetidine-3-yl-(3-methyl-4-(5-(trifluoromethyl)pyrimidin-2-yl)piperazine-1-yl)methanone hydrochloride Cl.N1CC(C1)C(=O)N1C[C@@H](N(CC1)C1=NC=C(C=N1)C(F)(F)F)C